2-(E)-(2-methylbenzylidene)-1-cyclopentanone CC1=C(\C=C/2\C(CCC2)=O)C=CC=C1